C(C)C1=NC2=C(C=3C(C=C(C(C13)=O)SC1=C(C=CC=C1)OC)=O)C(N(C(N2C)=O)C)=O.[I].[Ti] titanium iodine 6-Ethyl-8-((2-methoxyphenyl)thio)-2,4-dimethylpyrimido[4,5-c]Isochinolin-1,3,7,10(2H,4H)-Tetraon